8-(2-chlorophenyl)-9-(4-chlorophenyl)-2-(2-methoxyethoxy)-6-[4-(trifluoromethyl)-1-piperidyl]purine ClC1=C(C=CC=C1)C=1N(C2=NC(=NC(=C2N1)N1CCC(CC1)C(F)(F)F)OCCOC)C1=CC=C(C=C1)Cl